CN1N=NC=C1C=1C=C(C=CC1)N1N=C(C=CC1=O)C(=O)N 1-[3-(3-methyltriazol-4-yl)phenyl]-6-oxo-pyridazine-3-carboxamide